O1C(=CC=C1)/C=C/C(=O)NC(C(=O)O)CC=1N=CNC1 2-{[(2E)-3-(furan-2-yl)prop-2-enoyl]amino}-3-(1H-imidazol-4-yl)propanoic Acid